3-methylacrylamidophenyl-boric acid CC=CC(=O)NC1=C(C=CC=C1)OB(O)O